N1C=NC2=C1C=CC(=C2)N2C(=NC=1C2=NC(=CC1)C1=CC(=NC(=C1)C)C)C 3-(1H-benzo[d]imidazol-5-yl)-5-(2,6-dimethylpyridin-4-yl)-2-methyl-3H-imidazo[4,5-b]pyridine